4-(6-((R)-2-(2-isopropylphenyl)-4-(4-(oxetan-3-yl)benzyl)piperazin-1-yl)-2-azaspiro[3.3]heptan-2-yl)benzamide C(C)(C)C1=C(C=CC=C1)[C@H]1N(CCN(C1)CC1=CC=C(C=C1)C1COC1)C1CC2(CN(C2)C2=CC=C(C(=O)N)C=C2)C1